N-(4-(5-(2-(4,4-difluoropiperidin-1-yl)-6-methoxypyridin-4-yl)-1,3,4-oxadiazol-2-yl)-3-(6-azaspiro[2.5]octan-6-yl)phenyl)-1-hydroxy-2-methylpropane-2-sulfonamide FC1(CCN(CC1)C1=NC(=CC(=C1)C1=NN=C(O1)C1=C(C=C(C=C1)NS(=O)(=O)C(CO)(C)C)N1CCC2(CC2)CC1)OC)F